N[C@H](CC1=C(C=2N=C(N=C(C2S1)NCC=1NC=CC1)Cl)C)C 6-[(2S)-2-aminopropyl]-2-chloro-7-methyl-N-[(1H-pyrrol-2-yl)methyl]thieno[3,2-d]pyrimidin-4-amine